7-keto-27-hydroxycholesterol O=C1[C@H]2[C@@H]3CC[C@H]([C@@H](CCCC(C)CO)C)[C@]3(CC[C@@H]2[C@]2(CC[C@@H](CC2=C1)O)C)C